FC1=CC=CC(=N1)CCNC(C1=CC(=CC=C1)CN1C(C2=CC=C(C=C2C=C1)C=1C(=NNC1)C(F)(F)F)=O)=O N-(2-(6-Fluoropyridin-2-yl)ethyl)-3-((1-oxo-6-(3-(trifluoromethyl)-1H-pyrazol-4-yl)isoquinolin-2(1H)-yl)methyl)benzamide